CCCC(C)C=1C(OC=CC1)=O δ-Pentylpyran-2-one